N-(2'-chloro-2-cyanobiphenyl-3-yl)-4,5,6,7-tetrahydro[1,3]thiazolo[5,4-c]pyridine-2-carboxamide ClC1=C(C=CC=C1)C1=C(C(=CC=C1)NC(=O)C=1SC=2CNCCC2N1)C#N